CC1=C(C=NN1)C=1N=C(C2=C(N1)C=NC=C2)N2CCC1(CCN(C1)[C@H]1[C@@H](CC1)O)CC2 (1R,2R)-2-(8-(2-(5-methyl-1H-pyrazol-4-yl)pyrido[3,4-d]pyrimidin-4-yl)-2,8-diazaspiro[4.5]decan-2-yl)cyclobutan-1-ol